BrC=1C=CC2=C(OC(C(N2C2COCC2)=O)(C)C)C1 7-bromo-2,2-dimethyl-3-oxo-4-(tetrahydrofuran-3-yl)-3,4-dihydro-2H-benzo[b][1,4]oxazine